2-(4-acetoxyphenyl)-5-(3,4,5-trimethoxyphenyl)-1,3,4-oxadiazole C(C)(=O)OC1=CC=C(C=C1)C=1OC(=NN1)C1=CC(=C(C(=C1)OC)OC)OC